C(#N)C1=CC(=NN(C1=O)C=1C=NC=C(C1)C=1N(N=NC1)C)C(=O)OC methyl 5-cyano-1-[5-(3-methyltriazol-4-yl)-3-pyridyl]-6-oxo-pyridazine-3-carboxylate